2-(6-amino-5-(8-(2-(pyrrolidin-3-ylethynyl)pyridin-4-yl)-3,8-diazabicyclo[3.2.1]octan-3-yl)pyridazin-3-yl)phenol NC1=C(C=C(N=N1)C1=C(C=CC=C1)O)N1CC2CCC(C1)N2C2=CC(=NC=C2)C#CC2CNCC2